(R)-4-(3-(3-aminopiperidine-1-carbonyl)-1-(2-methylbenzo[d]thiazole-5-yl)-1H-pyrazole-5-yl)benzonitrile N[C@H]1CN(CCC1)C(=O)C1=NN(C(=C1)C1=CC=C(C#N)C=C1)C=1C=CC2=C(N=C(S2)C)C1